Ethyl (2-cyano-2-(2-(3,5-dichloro-4-((1-tosyl-3-(1,1,1-trifluoropropan-2-yl)-1H-indol-5-yl)oxy)phenyl)hydrazineylidene)acetyl)carbamate C(#N)C(C(=O)NC(OCC)=O)=NNC1=CC(=C(C(=C1)Cl)OC=1C=C2C(=CN(C2=CC1)S(=O)(=O)C1=CC=C(C)C=C1)C(C(F)(F)F)C)Cl